C(C1=CC=CC=C1)SC=1C=C(C=CC1)C(CC#N)N1N=CC(=C1)C=1C2=C(N=CN1)NC=C2 3-[3-(benzylthio)phenyl]-3-[4-(7H-pyrrolo[2,3-d]pyrimidin-4-yl)-1H-pyrazol-1-yl]-propanenitrile